[N+](=O)([O-])C1=CC=C(C2=NON=C21)SC2=[N+](C=CC=C2)[O-] 4-Nitro-7-[(1-oxidopyridin-2-yl)sulfanyl]-2,1,3-benzoxadiazole